[Fe](Cl)Cl.ClC1=C(C(=CC=C1)Cl)N=C(C)C1=NC(=CC=C1)C(C)=NC1=C(C=CC=C1Cl)Cl 2,6-bis[1-(2,6-dichlorophenylimino)ethyl]pyridine iron (II) dichloride